ICC1=C(C=O)OC=C1 3-iodomethylfurfural